2,4-Dihydroxy-N-(4-methoxyphenethyl)benzamide methyl-3-[1-[2-(5-cyano-2-pyridyl)-1,2,4-triazol-3-yl]ethylamino]-5,7-bis-(trifluoromethyl)benzothiophene-2-carboxylate COC(=O)C=1SC2=C(C1NC(C)C=1N(N=CN1)C1=NC=C(C=C1)C#N)C=C(C=C2C(F)(F)F)C(F)(F)F.OC2=C(C(=O)NCCC1=CC=C(C=C1)OC)C=CC(=C2)O